C1(CCCC1)CC=1C=NC=2N(C1)C(=C(N2)C2=NC(=NN2)C(F)(F)F)C2=CN=CN2 5-[6-(cyclopentylmethyl)-3-(1H-imidazol-5-yl)imidazo[1,2-a]pyrimidin-2-yl]-3-(trifluoromethyl)-1H-1,2,4-triazole